(E)-2-amino-5-(3-((4-chlorophenyl)amino)-3-oxoprop-1-en-1-yl)-4'-sulfamoyl-[1,1-biphenyl]-3-carboxamide NC1=C(C=C(C=C1C(=O)N)\C=C\C(=O)NC1=CC=C(C=C1)Cl)C1=CC=C(C=C1)S(N)(=O)=O